8-((4-(Dimethylamino)butanoyl)oxy)-1,15-bis(hexylthio)pentadecane-2,14-diyl bis(decanoate) C(CCCCCCCCC)(=O)OC(CSCCCCCC)CCCCCC(CCCCCC(CSCCCCCC)OC(CCCCCCCCC)=O)OC(CCCN(C)C)=O